8-(propan-2-yl)pyrido[2,3-d]pyrimidin-7(8H)-on CC(C)N1C(C=CC2=C1N=CN=C2)=O